5-bromo-2,4-dimethyl-pyrimidine BrC=1C(=NC(=NC1)C)C